5-Fluoro-N-[2-(3-hydroxy-3-methylbutyl)-6-(2-hydroxy-prop-2-yl)-2H-indazol-5-yl]-6-methylpyridine-2-carboxamide FC=1C=CC(=NC1C)C(=O)NC1=CC2=CN(N=C2C=C1C(C)(C)O)CCC(C)(C)O